chromene nicotinate C(C1=CN=CC=C1)(=O)O.O1CC=CC2=CC=CC=C12